O2-benzyl O1-tert-butyl 4-[[tert-butyl(dimethyl)silyl]oxymethyl]azetidine-1,2-dicarboxylate [Si](C)(C)(C(C)(C)C)OCC1CC(N1C(=O)OC(C)(C)C)C(=O)OCC1=CC=CC=C1